pyridoxal 5'-phosphate mono-hydrate O.P(=O)(O)(O)OCC=1C(=C(C(=NC1)C)O)C=O